3-(4-chloro-phenyl)-3-(2-isopropoxycarbonylamino-3-methyl-butyrylamino)propionic acid methyl ester COC(CC(NC(C(C(C)C)NC(=O)OC(C)C)=O)C1=CC=C(C=C1)Cl)=O